6-bromo-N-methyl-N-[1-(3-pyrimidin-2-ylpyrazin-2-yl)ethyl]-8-(trifluoromethyl)quinazolin-4-amine BrC=1C=C2C(=NC=NC2=C(C1)C(F)(F)F)N(C(C)C1=NC=CN=C1C1=NC=CC=N1)C